[C@H]12NCCC[C@@H]2CC1 |r| racemic-(1SR,6RS,7SR)-2-azabicyclo[4.2.0]octane